(1R,3R)-3-((S)-2-(3-Chlorobenzyl)-6-(methoxycarbonyl)-7-methyl-6,7,8,9-tetrahydro-3H-imidazo[4,5-f]chinolin-3-yl)cyclohexan ClC=1C=C(CC=2N(C=3C(=C4CC[C@@H](N(C4=CC3)C(=O)OC)C)N2)C2CCCCC2)C=CC1